BrC(CC(=O)NC1=CC=CC=C1)CCC 3-bromo-N-phenylhexanamide